2-((tert-butyldimethylsilyl)oxyethyl)-4-chloro-8-(2,4-dimethoxybenzyl)-5,8-dihydropteridin-7(6H)-one [Si](C)(C)(C(C)(C)C)OCCC1=NC=2N(C(CNC2C(=N1)Cl)=O)CC1=C(C=C(C=C1)OC)OC